(2,6-difluoro-4-((4-(4-(trifluoromethyl)piperidin-1-yl)phenyl)amino)benzyl)-5-oxopyrrolidine-3-carboxamide FC1=C(CN2CC(CC2=O)C(=O)N)C(=CC(=C1)NC1=CC=C(C=C1)N1CCC(CC1)C(F)(F)F)F